1-benzyl 4-(tert-butyl) 2-(2-hydroxyethyl)piperazine-1,4-dicarboxylate OCCC1N(CCN(C1)C(=O)OC(C)(C)C)C(=O)OCC1=CC=CC=C1